4-(5-{[4-(Aminomethyl)phenyl]methoxy}-4-methyl-1-(thiophen-2-carbonyl)-1H-pyrazol-3-yl)-1-[2-(morpholin-4-yl)acetyl]pyrrolidin-2-on NCC1=CC=C(C=C1)COC1=C(C(=NN1C(=O)C=1SC=CC1)C1CC(N(C1)C(CN1CCOCC1)=O)=O)C